4-(1-methyltriazol-4-yl)-N-[(3R)-3-piperidyl]-N-[3-(1H-pyrazol-3-yl)-2-pyridyl]benzamide hydrochloride salt Cl.CN1N=NC(=C1)C1=CC=C(C(=O)N(C2=NC=CC=C2C2=NNC=C2)[C@H]2CNCCC2)C=C1